FC(C=1C=C(OC=2C=NC3=CC=CC=C3C2C(=O)O)C=CC1)(F)F 3-[3-(trifluoromethyl)phenoxy]quinoline-4-carboxylic acid